C12(CC3CC(CC(C1)C3)C2)CCN2CC(N(CC2)CCCSC2=C3C(N(C(=NC3=CC=C2)C)C2C(NC(CC2)=O)=O)=O)C(F)(F)F 3-(5-((3-(4-(2-((3r,5r,7r)-adamantan-1-yl)ethyl)-2-(trifluoromethyl)piperazin-1-yl)propyl)thio)-2-methyl-4-oxoquinazolin-3(4H)-yl)piperidine-2,6-dione